[[3-(difluoromethanesulfonamido)phenyl]methyl]-5-(6-ethoxypyrazin-2-yl)pyridine-2-carboxamide FC(S(=O)(=O)NC=1C=C(C=CC1)CC=1C(=NC=C(C1)C1=NC(=CN=C1)OCC)C(=O)N)F